C(C)(C)(C)OC(CCC(C(N)=O)N1C(C2=CC(=C(C=C2C1)C=1CCN(CC1)C(=O)OCC1=CC=CC=C1)F)=O)=O benzyl 4-[2-(4-tert-butoxy-1-carbamoyl-4-oxo-butyl)-6-fluoro-1-oxo-isoindolin-5-yl]-3,6-dihydro-2H-pyridine-1-carboxylate